2-((4-((3,5-DIOXO-2-PHENYL-1,2,4-THIADIAZOLIDIN-4-YL)METHYL)BENZYL)CARBAMOYL)PHENYL ACETATE C(C)(=O)OC1=C(C=CC=C1)C(NCC1=CC=C(C=C1)CN1C(N(SC1=O)C1=CC=CC=C1)=O)=O